N1=CC=C(C2=CC=CC=C12)C(=O)NC1=CC=CC=C1 4-quinolineanilide